N2-(3-chlorophenyl)-N4-cyclohexylquinazoline-2,4-diamine ClC=1C=C(C=CC1)NC1=NC2=CC=CC=C2C(=N1)NC1CCCCC1